3-cyclopropyl-5-(3-methylpyridin-2-ylmethyl)-4-oxo-4,5,6,7-tetrahydropyrazolo[1,5-a]pyrazine-2-carboxylic acid (5-difluoromethyl[1,3,4]thiadiazol-2-yl)amide FC(C1=NN=C(S1)NC(=O)C1=NN2C(C(N(CC2)CC2=NC=CC=C2C)=O)=C1C1CC1)F